C(C)(C)(C)OC(=O)N1CC2(C1)CN(C[C@H]2C(=O)O)C(=O)C2=CN=CO2 (S)-2-(tert-butoxycarbonyl)-6-(oxazole-5-carbonyl)-2,6-diazaspiro[3.4]octane-8-carboxylic acid